[O-]S(=O)(=O)C(F)(F)F.[Pd+2].C(C=CC)C1=C(C(=C(C(=C1)OC)C1=C(C=C(C=C1C(C)C)C(C)C)C(C)C)P(C1CCCCC1)C1CCCCC1)OC.[O-]S(=O)(=O)C(F)(F)F crotyl-(2-dicyclohexylphosphino-2',4',6'-triisopropyl-3,6-dimethoxy-1,1'-biphenyl) palladium(II) triflate